NC=1C=NN(C1)CCC(C)(O)C 4-(4-Amino-1H-pyrazol-1-yl)-2-methylbutan-2-ol